methyl 2-(3-((6-chloro-4-methoxypyridin-3-yl)carbamoyl)-3-(2-isopropylphenyl)azetidin-1-yl)pyrimidine-5-carboxylate ClC1=CC(=C(C=N1)NC(=O)C1(CN(C1)C1=NC=C(C=N1)C(=O)OC)C1=C(C=CC=C1)C(C)C)OC